hydroxymethylchloride OCCl